ClC1=CC=C(C=C1)N1N=C(C=C1)OCC1=C(C=CC=C1)[N+](=O)[O-] 1-(4-chlorophenyl)-3-[(2-nitrophenyl)methoxy]-1H-pyrazole